methyl 6-methyl-1H-indole-2-carboxylate CC1=CC=C2C=C(NC2=C1)C(=O)OC